C1OC2=C(O1)C=C(C=C2)CN 3,4-(methylenedioxy)benzylamine